CN(CCN1N=CC2=CC(=C(C=C12)C1=COC=C1)N)C 1-(2-(dimethylamino)ethyl)-6-(furan-3-yl)-1H-indazol-5-amine